FC(C(=O)O)(F)F.NCCCCN1N=CC=2C1=NC=NC2N 1-(4-aminobutyl)-1H-pyrazolo[3,4-d]pyrimidine-4-amine trifluoroacetate